C1=NC(=C(N1[C@H]2[C@@H]([C@@H]([C@H](O2)COP(=O)([O-])[O-])O)O)NC=NCC(=O)[C@@H]([C@@H](COP(=O)([O-])[O-])O)O)C(=O)N The molecule is an organophosphate oxoanion that is the tetraanionic form of 5-[(5-phospho-1-deoxy-D-ribulos-1-ylimino)methylamino]-1-(5-phospho-beta-D-ribosyl)imidazole-4-carboxamide. It has a role as a Saccharomyces cerevisiae metabolite. It is a conjugate base of a 5-[(5-phospho-1-deoxy-D-ribulos-1-ylimino)methylamino]-1-(5-phospho-beta-D-ribosyl)imidazole-4-carboxamide.